N-ethyl-5-fluoro-2-({3-[(E)-2-{5-[(pyrrolidin-1-yl)methyl]pyridin-2-yl}vinyl]-1H-indazol-6-yl}thio)benzamide C(C)NC(C1=C(C=CC(=C1)F)SC1=CC=C2C(=NNC2=C1)\C=C\C1=NC=C(C=C1)CN1CCCC1)=O